lithio 2-[1-(2-cyanophenyl)-1-[1-[2-(dimethylamino)ethyl]pyrazol-4-yl]propan-2-yl]-5-methoxy-1-methyl-6-oxopyrimidine-4-carboxylate C(#N)C1=C(C=CC=C1)C(C(C)C=1N(C(C(=C(N1)C(=O)O[Li])OC)=O)C)C=1C=NN(C1)CCN(C)C